ethyl 5-(2-aminoethyl)-1-methyl-4-oxo-1H,4H,5H,6H,7H-pyrrolo[3,2-c]pyridine-2-carboxylate NCCN1C(C2=C(CC1)N(C(=C2)C(=O)OCC)C)=O